C(=O)(O)C=1C=C(C=CC1C(=O)O)C1=CC=C(C=C1)C(C(F)(F)F)(C(F)(F)F)C1=CC=C(C=C1)C1=CC(=C(C=C1)C(=O)O)C(=O)O bis[4-(3,4-dicarboxyphenyl)phenyl]hexafluoropropane